CC1=NC(=NN1C1=CC=C(C=C1)C(C)(C)C1=CC=C(C=C1)C1=CC=2OCCN(C2N=C1)C)C(=O)N 5-Methyl-1-(4-(2-(4-(4-methyl-3,4-dihydro-2H-pyrido[3,2-b][1,4]oxazin-7-yl)phenyl)propan-2-yl)phenyl)-1H-1,2,4-triazol-3-carboxamid